FC(C=1C=CC(=C(C1)NC(=O)N1C[C@](CC1)(C1=NC=NS1)C1=CC(=C(C=C1)C)F)N1C(OCC1)=O)F |o1:13| (R or S)-N-(5-(difluoromethyl)-2-(2-oxooxazolidin-3-yl)phenyl)-3-(3-fluoro-4-methylphenyl)-3-(1,2,4-thiadiazol-5-yl)pyrrolidine-1-carboxamide